Cl.FC1=CC=C(C=C1)NC1N(C(=NC(=N1)N)N1CCOCC1)C1=CC(=CC=C1)OC N-(4-Fluorophenyl)-N1-(3-methoxyphenyl)-6-morpholin-4-yl-[1,3,5]triazine-2,4-diamine hydrochloride